4-[[4-(2,6-dimethyl-4-pyrimidinyl)-1-piperazinyl]carbonyl]-2-phenyl-1(2H)-phthalazinone CC1=NC(=CC(=N1)N1CCN(CC1)C(=O)C1=NN(C(C2=CC=CC=C12)=O)C1=CC=CC=C1)C